C(C)(C)NC(=O)C1=CC=C2C=C(NC2=C1)C=1C=NC(=CC1)OC1=CC=C(C=C1)C=1NC2=CC(=CC=C2C1)C(NC(C)C)=O N-isopropyl-2-(6-(4-(6-(N-isopropylcarbamoyl)-1H-indol-2-yl)phenoxy)pyridin-3-yl)-1H-indole-6-carboxamide